(E)-1-[2-Hydroxy-4,6-bis(methoxymethoxy)phenyl]-3-[4-[2-[4-[(E)-3-[2-hydroxy-4,6-bis(methoxymethoxy)phenyl]-3-oxoprop-1-enyl]phenoxy]ethoxy]phenyl]prop-2-en-1-one OC1=C(C(=CC(=C1)OCOC)OCOC)C(\C=C\C1=CC=C(C=C1)OCCOC1=CC=C(C=C1)\C=C\C(=O)C1=C(C=C(C=C1OCOC)OCOC)O)=O